7-fluoro-2,3-dihydrobenzofuran-3-amine hydrochloride Cl.FC1=CC=CC=2C(COC21)N